1-{5-[3-(Hexyloxy)phenyl]pentanoyl}azetidin-3-yl dihydrogen phosphate ammonium salt [NH4+].P(=O)(OC1CN(C1)C(CCCCC1=CC(=CC=C1)OCCCCCC)=O)(O)O